(3,4-dimethoxyphenyl)-2-(3,4,5-trimethoxyphenyl)-2H-azepine COC=1C=C(C=CC1OC)C1(N=CC=CC=C1)C1=CC(=C(C(=C1)OC)OC)OC